(2,5-difluorobenzyl)isoxazole-3-carboxylic acid ethyl ester C(C)OC(=O)C1=NOC=C1CC1=C(C=CC(=C1)F)F